C(C)(C)C1=CN=C(S1)N1C[C@H](CCC1)CN1[C@@H]([C@H]([C@@H]([C@H](C1)O)O)O)C (2R,3R,4R,5s)-1-(((R)-1-(5-isopropylthiazol-2-yl)piperidin-3-yl)methyl)-2-methylpiperidin-3,4,5-triol